ClC1=CC=C(C=C1)C=1C2=C(C(N(N1)CCC1=CC=CC=C1)=O)N=C(S2)NC(OC(C)(C)C)=O tert-butyl N-[7-(4-chlorophenyl)-4-oxo-5-(2-phenylethyl)thiazolo[4,5-d]pyridazin-2-yl]carbamate